NC=1C2=C(N=CN1)N(C=C2C2=CC=C(C=C2)NC(=O)C=2C(N(N=C(C2)C(C)C)C2=NC=C(C=C2)Cl)=O)CC(F)(F)F N-(4-(4-Amino-7-(2,2,2-trifluoroethyl)-7H-pyrrolo[2,3-d]pyrimidin-5-yl)phenyl)-2-(5-Chloropyridin-2-yl)-6-isopropyl-3-oxo-2,3-dihydropyridazine-4-carboxamide